isopropyl 3-aminobutanoate hydrochloride Cl.NC(CC(=O)OC(C)C)C